NN[C@@H](C(C)C)C(=O)O aminovaline